C(C)(C)(C)OC(=O)N1C[C@@H]2C([C@@H]2C1)C#N (1s,5r)-6-cyano-3-azabicyclo[3.1.0]hexane-3-carboxylic acid tert-butyl ester